p-trifluoromethyl-benzoyl bromide FC(C1=CC=C(C(=O)Br)C=C1)(F)F